CNC(C[C@H](CC(C)C)NC1=NC(=NC2=CC(=CC=C12)C)N1CC2(CN(C2)C(C(=C)C(F)(F)F)=O)CC1)=O (S)-N,5-dimethyl-3-((7-methyl-2-(2-(2-(trifluoromethyl)acryloyl)-2,6-diazaspiro[3.4]octan-6-yl)quinazolin-4-yl)amino)hexanamide